((1R,3S)-3-hydroxy-3-methylcyclohexyl)carbamic acid benzyl ester C(C1=CC=CC=C1)OC(N[C@H]1C[C@@](CCC1)(C)O)=O